NC=1C=C(C=CC1)[Cu] (3-aminophenyl)copper